C(C)(C)(C)C(C(=O)[O-])(C(=O)[O-])C.[Ca+2] Calcium 2-(tert-butyl)-2-methylpropanedioate